2-(3-(hydroxymethyl)piperidin-1-yl)-5-(trifluoromethyl)nicotinamide lutetium [Lu].OCC1CN(CCC1)C1=C(C(=O)N)C=C(C=N1)C(F)(F)F